N-(2-Amino-4-((pyridin-2-ylmethyl)amino)phenyl)heptanamid NC1=C(C=CC(=C1)NCC1=NC=CC=C1)NC(CCCCCC)=O